tert-butyl 9-[4-(benzyloxy)-2-oxopyridin-1(2H)-yl]-1,2,4,5-tetrahydro-3H-[1,4]diazepino[1,7-a]indole-3-carboxylate C(C1=CC=CC=C1)OC1=CC(N(C=C1)C1=CC=2C=C3N(C2C=C1)CCN(CC3)C(=O)OC(C)(C)C)=O